2-iodoacetoacetic acid IC(C(=O)O)C(=O)C